OC=1C=C(C=CC1O)C=CC(=O)C1=CC=C(C=C1)NS(=O)(=O)C1=C(C=CC=C1)F N-[4-[3-(3,4-Dihydroxyphenyl)prop-2-enoyl]phenyl]-2-fluorobenzenesulfonamide